2-[2-[2-(4-[3-amino-6-[2-(methoxymethoxy)phenyl]pyridazin-4-yl]-1H-pyrazol-1-yl)ethoxy]ethoxy]ethan-1-ol NC=1N=NC(=CC1C=1C=NN(C1)CCOCCOCCO)C1=C(C=CC=C1)OCOC